C(C1=CC=CC=C1)OC(=O)N[C@@H](C(=O)O)C1CCN(CC1)CCC1=C(C=CC(=C1)Cl)C1=CC=CC=C1 (R)-2-(((benzyloxy)carbonyl)amino)-2-(1-(2-(4-chloro-[1,1'-biphenyl]-2-yl)ethyl)piperidin-4-yl)acetic acid